NC1=C(N=CC(=N1)N1CCC2(CC1)[C@@H](C1=CC=C(C=C1CC2)OC)N)SC2=C(C(=NC=C2)N)Cl (S)-1'-(6-amino-5-((2-amino-3-chloropyridin-4-yl)thio)pyrazin-2-yl)-6-methoxy-3,4-dihydro-1H-spiro[naphthalene-2,4'-piperidin]-1-amine